(S)-1-(3,4-dichlorophenyl)-6-(5-(3,5-dimethylisoxazol-4-yl)-1-((R)-1-(methylsulfonyl)pyrrolidin-3-yl)-1H-benzo[d]imidazol-2-yl)piperidin-2-one ClC=1C=C(C=CC1Cl)N1C(CCC[C@H]1C1=NC2=C(N1[C@H]1CN(CC1)S(=O)(=O)C)C=CC(=C2)C=2C(=NOC2C)C)=O